OC1=C(C=CC=C1)P(O)(O)=O 2-hydroxyphenyl-phosphonic acid